7-(4-cyclopropylpiperazin-1-yl)-2-(4-ethyl-6-methylpyrazolo[1,5-a]pyrazin-2-yl)-4H-pyrido[1,2-a]pyrimidin-4-one C1(CC1)N1CCN(CC1)C=1C=CC=2N(C(C=C(N2)C2=NN3C(C(=NC(=C3)C)CC)=C2)=O)C1